C(CCCCCCCC)(=O)OCCCCCCCCCCCCCCCCCCCCCC docosyl n-nonanoate